NC1=C2N=CN(C2=NC(=N1)F)[C@@H]1O[C@@]2(COC(OCCCCCC(O[C@@H]2C1)=O)=O)C#C (1R,13R,15R)-15-(6-amino-2-fluoro-9H-purin-9-yl)-13-ethynyl-2,9,11,14-tetraoxabicyclo-[11.3.0]hexadecane-3,10-dione